6-(methoxy-d3)-5-((1r,5r)-2-methyl-2,6-diazabicyclo[3.2.0]hept-6-yl)quinazolin-4-amine C(OC=1C(=C2C(=NC=NC2=CC1)N)N1[C@@H]2CCN([C@@H]2C1)C)([2H])([2H])[2H]